6-(methoxymethyl)-2,2-dimethylpiperazine COCC1CNCC(N1)(C)C